6-(2-methoxy-5-methylphenyl)-2-(pyrimidin-2-yl)-7,8-dihydro-phthalazin-1(2H)-one COC1=C(C=C(C=C1)C)C1=CC=2C=NN(C(C2CC1)=O)C1=NC=CC=N1